methyl 5-cyclopropyl-3-(oxetan-3-ylamino)pyridine-2-carboxylate C1(CC1)C=1C=C(C(=NC1)C(=O)OC)NC1COC1